S1C=NC2=C1C=CC(=C2)NC2=CC=NC1=CC=C(C=C21)C2=C(C=C(C(=O)N1C[C@H](N([C@H](C1)C)C(=O)OC(C)(C)C)C)C=C2)F tert-butyl (2R,6S)-4-(4-(4-(benzo[d]thiazol-5-ylamino)quinolin-6-yl)-3-fluorobenzoyl)-2,6-dimethylpiperazine-1-carboxylate